FC(C(C(F)(F)I)(F)F)(C(F)(F)F)F nonafluoron-butyl iodide